tri-n-octylzirconium monohydroxide [OH-].C(CCCCCCC)[Zr+](CCCCCCCC)CCCCCCCC